N-(4-((6,7-dimethoxyquinolin-4-yl)oxy)phenyl)-2-(4-methyl-3-(trifluoromethyl)phenyl)acetamide COC=1C=C2C(=CC=NC2=CC1OC)OC1=CC=C(C=C1)NC(CC1=CC(=C(C=C1)C)C(F)(F)F)=O